C(C)(C)(C)OC(=O)N[C@@H]1CN(C[C@H]1F)C1=NC(=C2N=CN(C2=N1)C)NC=1C(=NN(C1)CCCN1CCN(CC1)C(=O)OCC[Si](C)(C)C)OC 2-trimethylsilylethyl 4-[3-[4-[[2-[(3R,4R)-3-(tert-butoxycarbonylamino)-4-fluoro-pyrrolidin-1-yl]-9-methyl-purin-6-yl]amino]-3-methoxy-pyrazol-1-yl]propyl]piperazine-1-carboxylate